NC=1C=C(OCC(=O)NC)C=C(C1)OC 2-(3-amino-5-methoxyphenoxy)-N-methylacetamide